C1(=CC=CC=C1)CCC#N Benzenepropanenitrile